C(C)(C)(C)C=1C=C(CCCC(=O)[O-])C=C(C1O)C(C)(C)C 3-(3,5-ditert-butyl-4-hydroxybenzyl)propionate